ClC1=CC(=C(C=C1)[C@]1(OC2=C(O1)C=CC=C2C21N(CCNC1CC2)CC2=NC1=C(N2C[C@H]2OCC2)C=C(C=C1OC)C(=O)O)C)F (((R-2-(4-Chloro-2-fluorophenyl)-2-methylbenzo[d][1,3]dioxol-4-yl)-2,5-diazabicyclo[4.2.0]octan-2-yl)methyl)-4-methoxy-1-(((S)-oxetan-2-yl)methyl)-1H-benzo[d]imidazole-6-carboxylic acid